NC1=C(C(=NN1C1CC1)Br)C#N 5-Amino-3-bromo-1-cyclopropyl-1H-pyrazole-4-carbonitrile